COC=1C=C2CCN(C2=CC1)C(CC=1N=C(SC1)COC1=CC=CC=C1)=O 1-(5-Methoxyindolin-1-yl)-2-(2-(phenoxymethyl)thiazol-4-yl)ethan-1-one